[C@H]12CN(C[C@H](CC1)N2)C2=NC(=NC1=C(C(=C(C=C21)Cl)C2=C(C=CC=C2OC)F)F)OC=2C=CC=C1CCN(CC21)C 4-((1R,5S)-3,8-diazabicyclo[3.2.1]octan-3-yl)-6-chloro-8-fluoro-7-(2-fluoro-6-methoxyphenyl)-2-((2-methyl-1,2,3,4-tetrahydroisoquinolin-8-yl)oxy)quinazoline